C1C=NC2=CC=C(C3=NC=4C=CC=CC4C231)C(=O)[O-] 1H-pyrrolo[2,3-d]carbazole-6-carboxylate